BrC1=CC=C(C=C1)B1OCC(=NO1)C1=CC=CC=C1 2-(4-bromophenyl)-5-phenyl-6H-1,3,4,2-dioxazaborinine